Ethyl 2-(2,6-dimethyl-4-((5-oxo-4-(3-(trifluoromethyl)phenyl)-4,5-dihydro-1H-1,2,4-triazol-1-yl)methyl)phenoxy)-2-methylpropionate CC1=C(OC(C(=O)OCC)(C)C)C(=CC(=C1)CN1N=CN(C1=O)C1=CC(=CC=C1)C(F)(F)F)C